2-chloro-N-(1-cyanocyclopropyl)-5-[1-[3-cyano-1-methyl-5-[1,2,2,2-tetrafluoro-1-(trifluoromethyl)ethyl]pyrrol-2-yl]pyrazol-4-yl]benzamide ClC1=C(C(=O)NC2(CC2)C#N)C=C(C=C1)C=1C=NN(C1)C=1N(C(=CC1C#N)C(C(F)(F)F)(C(F)(F)F)F)C